IC1=CC=C(C=C1)NC(O)=O (4-iodophenyl)carbamic acid